ClC1=NC(=NC(=C1OC)Cl)C(C)C 4,6-dichloro-2-isopropyl-5-methoxypyrimidine